ClC=1C2=C(N=CN1)N(C(=C2)C2(CN(CC2)C(=O)OC(C)(C)C)O)C tert-butyl 3-{4-chloro-7-methyl-7H-pyrrolo[2,3-d]pyrimidin-6-yl}-3-hydroxypyrrolidine-1-carboxylate